[Si](C)(C)(C(C)(C)C)OCCN1CCN(CC1)C=1C=CC(=C(C(=O)N[C@H](C)C2=CC(=CC=C2)C=2C=NN(C2)C)C1)C 5-[4-[2-[tert-butyl(dimethyl)silyl]oxyethyl]piperazin-1-yl]-2-methyl-N-[(1R)-1-[3-(1-methylpyrazol-4-yl)phenyl]ethyl]benzamide